Tert-butyl ((3-(cyanomethyl)-1H-indol-5-yl)methyl)carbamate C(#N)CC1=CNC2=CC=C(C=C12)CNC(OC(C)(C)C)=O